nonylvinyl ether C(CCCCCCCC)OC=C